NC1=NC2=C(C=CC=C2C(=N1)C(=O)NCC1=NC(=CC=C1)CC1=CC(=C(C=C1)F)F)F 2-amino-N-[[6-[(3,4-difluorophenyl)methyl]-2-pyridyl]methyl]-8-fluoro-quinazoline-4-carboxamide